CN(CC1=C(C=CC(=C1)B1OC(C(O1)(C)C)(C)C)OCC1CCOCC1)C N,N-dimethyl-1-(2-((tetrahydro-2H-pyran-4-yl)methoxy)-5-(4,4,5,5-tetramethyl-1,3,2-dioxaborolan-2-yl)phenyl)methanamine